trimethylolpropane triacetoacetate CCC(COC(=O)CC(=O)C)(COC(=O)CC(=O)C)COC(=O)CC(=O)C